FC(C1=CC=C(C=C1)OC1=CC=C(C=C1)C(F)(F)F)(F)F.[P] phosphorus bis(4-trifluoromethylphenyl) oxide